NC(=O)C1=CC=C(C=C1)N1CCN(CC1)CC[C@@H]1OCCC2=C1C=CC(=C2)C(=O)NC (1S)-1-[2-[4-[4-(Aminocarbonyl)phenyl]-1-piperazinyl]ethyl]-3,4-dihydro-N-methyl-1H-2-benzopyran-6-carboxamide